(6-bromo-2-(2,3-dichlorobenzyl)-1-oxoisoindolin-4-yl)carbamic acid tert-butyl ester C(C)(C)(C)OC(NC1=C2CN(C(C2=CC(=C1)Br)=O)CC1=C(C(=CC=C1)Cl)Cl)=O